methyl (R)-3-((1R,3R)-1-(2-chloro-5-fluoro-3-methylpyridin-4-yl)-3-methyl-1,3,4,9-tetrahydro-2H-pyrido[3,4-b]Indol-2-yl)-2-methylpropionate ClC1=NC=C(C(=C1C)[C@H]1N([C@@H](CC2=C1NC1=CC=CC=C21)C)C[C@H](C(=O)OC)C)F